OCCCCCCOC=1C=NN(C(C1)=O)C1C(NC(CC1)=O)=O 3-(4-(6-hydroxyhexyloxy)-6-oxopyridazin-1(6H)-yl)piperidine-2,6-dione